ClCC1=NN(C=N1)C 3-(Chloromethyl)-1-methyl-1H-1,2,4-triazole